4-glycidyloxy-2,2,6,6-tetramethylpiperidine C(C1CO1)OC1CC(NC(C1)(C)C)(C)C